(S)- and (R)-N'-((2,4,5,6-tetrahydro-1H-cyclobuta[f]inden-3-yl)carbamoyl)-4,5,6,7-tetrahydrothieno[3,2-c]pyridine-2-sulfonimidamide C1CC=2C1=CC=1CCCC1C2NC(=O)N=[S@@](=O)(N)C2=CC=1CNCCC1S2 |r|